COC1=C(C=CC(=C1)CC)OC(CCC1=C(C=CC=C1)OCC)=O 3-(2-ethoxyphenyl)propionic acid 2-methoxy-4-ethylphenyl ester